CC=1C=C(C(NN1)=O)C(F)(F)F 6-Methyl-4-(trifluoromethyl)pyridazin-3(2H)-one